C(C)(C)(C)OC(=O)N1CCC(CC1)NC1=NC(=NC=2N1N=CC2C(C)C)NC2CCOCC2 4-[(2-[(oxan-4-yl)amino]-8-(propan-2-yl)pyrazolo[1,5-A][1,3,5]triazin-4-yl)amino]piperidine-1-carboxylic acid tert-butyl ester